CN1CC2(C1)CN(CC2)CC#CC2=C(C=CC=C2)O 2-(3-(2-methyl-2,6-diazaspiro[3.4]oct-6-yl)prop-1-ynyl)phenol